CC=1C=C(C=CC1OC(F)(F)F)C12CN(CC2C1)C(=O)C1CC2(C1)NC(OC2)=O (rac)-(2s,4s)-2-(1-(3-Methyl-4-(trifluoromethoxy)phenyl)-3-azabicyclo[3.1.0]hexan-3-carbonyl)-7-oxa-5-azaspiro[3.4]octan-6-on